N-{cis-3-[methyl(7H-pyrrolo[2,3-d]pyrimidin-4-yl)amino]cyclobutyl}propane-1-sulfonamide CN([C@H]1C[C@H](C1)NS(=O)(=O)CCC)C=1C2=C(N=CN1)NC=C2